I.I.N1C=NC(=C1)CCNC(CC(=O)NCCC=1N=CNC1)=O N,N'-bis[2-(1H-imidazol-4-yl)ethyl]propanediamide dihydroiodide